3-(((7-(1H-Pyrazol-4-yl)-2,3-dihydrofuro[3,2-c]pyridin-4-yl)amino)methyl)-N-(5-methyl-4,5,6,7-tetrahydropyrazolo[1,5-a]pyrazin-2-yl)benzamid N1N=CC(=C1)C=1C2=C(C(=NC1)NCC=1C=C(C(=O)NC3=NN4C(CN(CC4)C)=C3)C=CC1)CCO2